O[C@]12[C@@H]3CC[C@@H]4C[C@H](CC[C@@]4([C@H]3CC[C@@]2([C@H](CC1)C=1C=CC(OC1)=O)C)C)N(C(OCCN1CCOCC1)=O)C 2-morpholinoethyl ((3S,5R,8R,9S,10S,13R,14S,17R)-14-hydroxy-10,13-dimethyl-17-(2-oxo-2H-pyran-5-yl)hexadecahydro-1H-cyclopenta[a]phenanthren-3-yl)(methyl)carbamate